2,5-bis(methylhexadecenylthio)-1,3,4-thiadiazole CC(=CCCCCCCCCCCCCCC)SC=1SC(=NN1)SC(=CCCCCCCCCCCCCCC)C